5-(4-fluoro-1-(2-fluoroethyl)-2-methyl-1H-benzo[d]imidazol-6-yl)-N-((3R,4S)-3-fluoro-1-methylpiperidin-4-yl)-4-methoxypyrrolo[2,1-f][1,2,4]triazin-2-amine FC1=CC(=CC=2N(C(=NC21)C)CCF)C=2C=CN1N=C(N=C(C12)OC)N[C@@H]1[C@@H](CN(CC1)C)F